BrCC(=O)NC1=CC(=C(C=C1)Cl)C(F)(F)F 2-bromo-N-(4-chloro-3-(trifluoromethyl)phenyl)acetamide